4-chloro-N-[(1S)-2-[[(1S)-1-cyano-2-[(3S)-2-oxo-3-piperidyl]ethyl]amino]-1-(cyclopropylmethyl)-2-oxo-ethyl]-7-fluoro-1H-indole-2-carboxamide ClC1=C2C=C(NC2=C(C=C1)F)C(=O)N[C@H](C(=O)N[C@@H](C[C@H]1C(NCCC1)=O)C#N)CC1CC1